CNC(=O)C1=CC=2N=C(N=C(C2O1)N1CCOCC1)NC1=NNC(=C1)C(F)(F)F N-methyl-4-morpholino-2-((5-(trifluoromethyl)-1H-pyrazol-3-yl)amino)furo[3,2-d]pyrimidine-6-carboxamide